C1(=CC=CC=C1)P(C(C)C(C)P(C1=CC=CC=C1)C1=CC=CC=C1)C1=CC=CC=C1 (2,3-bis(diphenylphosphino))Butan